(3-(1-methylpropynyloxy)-2-((1-methylpropynyloxy) methyl) propyl) difluorophosphite P(OCC(COC(C#C)C)COC(C#C)C)(F)F